ClC1=CC2=C(C=N1)C(=CN2S(=O)(=O)C2=CC=C(C)C=C2)C2CC2 6-chloro-3-cyclopropyl-1-tosyl-1H-pyrrolo[3,2-c]pyridine